[Cl-].[Cl-].CC(C1=CC=CC=C1)=[Zr+2](C1CCC2CC=CC=C12)C1CCC2CC=CC=C12 (methyl)(phenyl)methylenebis(tetrahydroindenyl)zirconium dichloride